dispiro[2.0.24.13]heptane C1CC12C1(CC1)C2